rac-(3R,4R)-1-cyclopropylmethyl-4-{[5-(4-trifluoromethyl-phenyl)-isoxazole-3-carbonyl]-amino}-piperidine-3-carboxylic acid methyl ester COC(=O)[C@@H]1CN(CC[C@H]1NC(=O)C1=NOC(=C1)C1=CC=C(C=C1)C(F)(F)F)CC1CC1 |r|